C12(CC(C1)C2)N2C(C=CC(=C2)[C@@H]2OCC[C@@H](C2)C2=NC1=NC(=C(N=C1C(=N2)C21CC(C2)(C1)C(F)(F)F)C)C)=O 1-(1-bicyclo[1.1.1]pentanyl)-5-[(2R,4S)-4-[6,7-dimethyl-4-[3-(trifluoromethyl)-1-bicyclo-[1.1.1]pentanyl]pteridin-2-yl]tetrahydropyran-2-yl]pyridin-2-one